2-butyrylmethoxy-5-acetoxyl-1,3-oxathiolane C(CCC)(=O)COC1OC(CS1)OC(=O)C